[N+](=O)([O-])C=1C=CC(=NC1)N=NC1=C(O)C=CC=C1O 2-(5-nitro-2-pyridylazo)resorcinol